NC=1C=2C(N=CN1)=NN(C2C2=CC(=C(C=C2)OC2=NC=CC(=N2)C)F)C2=CC=C(C=C2)NC(C(=C)C)=O N-(4-(4-amino-3-(3-fluoro-4-((4-methylpyrimidin-2-yl)oxy)phenyl)-2H-pyrazolo[3,4-d]pyrimidin-2-yl)phenyl)methacrylamide